7-ethyl-6,6a,7,8,9,10,12,13-octahydro-5H-6,9-methano-pyrido-[1',2':1,2]-azepino[4,5-b]-indol-2-yl isobutyrate C(C(C)C)(=O)OC=1C=C2C3=C(NC2=CC1)C1C2N(CC3)CC(CC2CC)C1